4-[5-[tert-butyl(dimethyl)silyl]oxy-1-tetrahydropyran-2-yl-indazol-3-yl]-1-(2-hydroxyethyl)pyrrole-2-carbonitrile [Si](C)(C)(C(C)(C)C)OC=1C=C2C(=NN(C2=CC1)C1OCCCC1)C=1C=C(N(C1)CCO)C#N